C(C1=CC=CC=C1)OC(=O)[C@H]1N(C[C@H](C1)C1=CC=C(C=C1)F)C(CNC(CCCOC1=CC=CC=C1)=O)=O (2S,4R)-4-(4-fluorophenyl)-1-((4-phenoxybutyryl)glycyl)pyrrolidine-2-carboxylic acid benzyl ester